6-bromo-N-(1-methyl-3-(pyridin-2-yl)-1H-pyrazol-4-yl)picolinamide BrC1=CC=CC(=N1)C(=O)NC=1C(=NN(C1)C)C1=NC=CC=C1